N1C(=NC=2C=NC=CC21)C2=C(C(=C(N2)C)C(C)=O)C2=CC=CC=C2 1-[5-(1H-imidazo[4,5-c]pyridin-2-yl)-2-methyl-4-phenyl-1H-pyrrol-3-yl]ethan-1-one